C(C)(C)(C)OC(=O)N1[C@@H](CN(CC1)C=1C2=C(N=C(N1)Cl)N=C(C=C2)Cl)C.C2(CCCC2)NC(C2=C(C=C(C=C2C=2N=NNN2)[N+](=O)[O-])F)=O N-cyclopentyl-2-fluoro-4-nitro-6-(2H-tetrazol-5-yl)benzamide tert-butyl-(2R)-4-[2,7-dichloropyrido[2,3-d]pyrimidin-4-yl]-2-methylpiperazine-1-carboxylate